COC1=C(C=CC=C1)C=CC1=NC(=NC(=N1)C(Cl)(Cl)Cl)C(Cl)(Cl)Cl 2-[2-(o-methoxyphenyl)vinyl]-4,6-bis(trichloromethyl)s-triazine